3-(5-(tributylstannyl)thiazol-2-yl)-3,6-diazabicyclo[3.1.1]heptane-6-carboxylic acid tert-butyl ester C(C)(C)(C)OC(=O)N1C2CN(CC1C2)C=2SC(=CN2)[Sn](CCCC)(CCCC)CCCC